COC(CN(C(CC(=O)OC)(C)C)C)=O methyl 3-((2-methoxy-2-oxoethyl) (methyl) amino)-3-methylbutyrate